C(C)O[Ta](OCC)(OCC)(OCC)OCC Pentaethoxytantalum (V)